Dichloro(t-butoxyhexyl)methylsilane Cl[Si](C)(CCCCCCOC(C)(C)C)Cl